Phenyl(naphthyl)(naphthylphenyl)anthracene-d7 C1(=CC=CC=C1)C=1C2=C(C(=C(C(=C2C(=C2C(=C(C(=C(C12)[2H])[2H])[2H])[2H])[2H])[2H])[2H])C1=C(C=CC=C1)C1=CC=CC2=CC=CC=C12)C1=CC=CC2=CC=CC=C12